6-(4-hydroxy-1-oxo-thian-4-yl)-8-methyl-pyrido[2,3-d]Pyrimidin-7-one OC1(CCS(CC1)=O)C1=CC2=C(N=CN=C2)N(C1=O)C